5-(2-(6-(4-(pyridin-2-yl)piperazin-1-yl)-[1,2,4]triazolo[4,3-b]pyridazin-3-yl)ethyl)-3-(pyridin-4-yl)-1,2,4-oxadiazole N1=C(C=CC=C1)N1CCN(CC1)C=1C=CC=2N(N1)C(=NN2)CCC2=NC(=NO2)C2=CC=NC=C2